5-amino-N-[4-((3S)-3-amino-3-methylpiperidin-1-yl)-6,7-dihydro-5H-cyclopenta[b]pyridin-3-yl]-2-(2,6-difluorophenyl)-1,3-thiazole-4-carboxamide NC1=C(N=C(S1)C1=C(C=CC=C1F)F)C(=O)NC=1C(=C2C(=NC1)CCC2)N2C[C@@](CCC2)(C)N